C(CCC)[GeH](CCCC)CCCC Tri(butyl)germanium hydride